C(#C)C1=CC(=NC=C1)NC(OC(C)(C)C)=O tert-butyl (4-ethynylpyridyl)carbamate